FC1=CC=C(C=C1)C1(CCCCC1)N 1-(4-fluorophenyl)cyclohexan-1-amine